[rac-2-(3,5-dichloro-2-pyridyl)-1-methyl-propyl] (2S)-2-[(3-hydroxy-4-methoxy-pyridine-2-carbonyl)amino]propanoate OC=1C(=NC=CC1OC)C(=O)N[C@H](C(=O)OC(C(C)C1=NC=C(C=C1Cl)Cl)C)C